C=CC.[S] sulfur propylene